Cl.ClC1(C(C(=CC=C1)C1=CC=CC=C1)N)Cl 3,3-dichlorobiphenyl-amine hydrochloride